C(C)O[Al](OCC)Cl diethoxyaluminum chloride